OC1(CCN2C1=NC(=C2)C=2C=C(C=CC2OC2=CC=C(C=C2)C(F)(F)F)S(=O)(=O)NC)C 3-(7-Hydroxy-7-methyl-6,7-dihydro-5H-pyrrolo[1,2-a]imidazol-2-yl)-N-methyl-4-(4-(trifluoromethyl)phenoxy)benzenesulfonamide